3-[(tert-butyldimethylsilyl)oxy]propanoic acid [Si](C)(C)(C(C)(C)C)OCCC(=O)O